(S)-2-(cyclohexanesulfonylamino)-4-methylpentanoic acid C1(CCCCC1)S(=O)(=O)N[C@H](C(=O)O)CC(C)C